5-butyl-3-[(2-chloro-6-fluorobenzyl)sulfanyl][1,2,4]triazolo[4,3-a]pyrimidin-7(8H)-one C(CCC)C1=CC(NC=2N1C(=NN2)SCC2=C(C=CC=C2F)Cl)=O